C1NCC12CCC(CC2)OCC2CCN(CC2)C(=O)OCC2=CC=CC=C2 benzyl 4-(2-azaspiro[3.5]nonan-7-yloxymethyl)piperidine-1-carboxylate